C(C=C)(=O)O.C(C=C)(=O)O.C(C=C)(=O)O.C(C=C)(=O)O.OC(O)(O)O tetrahydroxymethane tetraacrylate